BrC1=C(C2=C(N(C(=N2)[C@@H](C)OC)C)C=C1C)Cl (R)-5-bromo-4-chloro-2-(1-methoxyethyl)-1,6-dimethyl-1H-benzo[d]imidazole